(E)-(3-azido-4-bromooct-1-en-1-yl)benzene N(=[N+]=[N-])C(/C=C/C1=CC=CC=C1)C(CCCC)Br